lithium-lanthanum manganese oxide [O-2].[Mn+2].[La+3].[Li+].[O-2].[O-2]